BrC=1C=C2C(=NC=NC2=CC1)NC(C(C)(C)C)=O N-(6-bromoquinazolin-4-yl)pivaloamide